5-amino-N-[4-fluoro-2-(piperazin-1-yl)-5,6,7,8-tetrahydroquinolin-6-yl]-2,4-dimethylthieno[2,3-d]pyrimidine-6-carboxamide NC1=C(SC=2N=C(N=C(C21)C)C)C(=O)NC2CC=1C(=CC(=NC1CC2)N2CCNCC2)F